(5-((1-(4-(methylsulfonamido)benzoyl)cyclopropyl)thio)-1H-tetrazol-1-yl)benzoic acid CS(=O)(=O)NC1=CC=C(C(=O)C2(CC2)SC2=NN=NN2C2=C(C(=O)O)C=CC=C2)C=C1